isobutyl-di(dec-8-en-1-yl)aluminum C(C(C)C)[Al](CCCCCCCC=CC)CCCCCCCC=CC